O=C(C=CC=CC=CC=CC=CC(=O)O)CCCCCCCC 12-KetoEicosapentaenoic Acid